(rac)-(1x-r,5x-s,6x-r)-3-benzyl-1-methyl-6-(4-methyl-3-(trifluoromethoxy)phenyl)-3-azabicyclo[3.1.0]hexane C(C1=CC=CC=C1)N1CC2(C(C2C1)C1=CC(=C(C=C1)C)OC(F)(F)F)C